N1(CCC1)C1=CC=2OC[C@H]3N(C2N=C1)CCNC3 (S)-3-(azetidin-1-yl)-6a,7,9,10-tetrahydropyrazino[1,2-d]pyrido[3,2-b][1,4]oxazin